BrC1=C(C=C2N1N=CC(=C2N(C)C)C(=O)[O-])C.[K+] potassium 7-bromo-4-(dimethylamino)-6-methylpyrrolo[1,2-b]pyridazine-3-carboxylate